C1(CCCCCCCCCCCN1)=O laurlactam